CC1=C(C=C(C=C1[N+](=O)[O-])[N+](=O)[O-])[N+](=O)[O-] Trinitrotoluol